Cl.FC(CN1CCNCC1)(F)F 1-(2,2,2-trifluoroethyl)piperazine hydrochloride